5-chloro-7-(2-(((2-(pyrrolidin-1-yl)quinolin-7-yl)oxy)methyl)thiazol-4-yl)-7H-pyrrolo[2,3-d]pyrimidin-4-amine hydrochloride Cl.ClC1=CN(C=2N=CN=C(C21)N)C=2N=C(SC2)COC2=CC=C1C=CC(=NC1=C2)N2CCCC2